S1C(=CC=C1)C(=O)O[Cu] thiophene-2-carbonyl-oxycopper